2-(2-thienyl-sulfonyl)-5,6-dihydro-4H-pyrrolo[3,4-c]pyrazole 4-methylbenzenesulfonate CC1=CC=C(C=C1)S(=O)(=O)O.S1C(=CC=C1)S(=O)(=O)N1N=C2C(=C1)CNC2